C1(CC1)CNC1=C2C(=NC=3C=C(C(=CC13)OC)OCCCN1CCCC1)CCNCC2 N-(cyclopropylmethyl)-9-methoxy-8-[3-(pyrrolidin-1-yl)propoxy]-1H,2H,3H,4H,5H-azepino[4,5-b]quinolin-11-amine